[N+](=[N-])=CC(CC[C@@H](C(=O)OC(C)C)NC([C@@H](C=1N=CSC1)O)=O)=O isopropyl (S)-6-diazo-2-((R)-2-hydroxy-2-(thiazol-4-yl)acetamido)-5-oxohexanoate